2-allyl-6-((4-chlorophenyl)amino)-1-(6-((1-methylpiperidin-4-yl)amino)pyridin-2-yl)-1,2-dihydro-3H-pyrazolo[3,4-d]pyrimidin-3-one C(C=C)N1N(C2=NC(=NC=C2C1=O)NC1=CC=C(C=C1)Cl)C1=NC(=CC=C1)NC1CCN(CC1)C